4-((5-bromothiophen-2-yl)methyl)-3-methyl-5-oxo-4,5-dihydro-1H-1,2,4-triazol BrC1=CC=C(S1)CN1C(=NNC1=O)C